BrC=1C=CC=2NC3=CC=C(C=C3C2C1)Br L-3,6-dibromocarbazole